O=C(CCC(=O)OC(C)(C)C)C=1C=NC=CC1 Tert-butyl 4-oxo-4-(pyridin-3-yl)butanoate